(6R)-6-{[7-bromo-2-(1-methyl-1H-pyrazol-4-yl)[1,2,4]triazolo[1,5-c]quinazolin-5-yl]amino}-1λ4,4-thiazepane-1,5-dione BrC1=CC=CC=2C=3N(C(=NC12)N[C@@H]1C(NCCS(C1)=O)=O)N=C(N3)C=3C=NN(C3)C